2-Fluoro-4-[1-[[4-[methyl(2-phenoxyethyl)amino]tetrahydropyran-4-carbonyl]amino]cyclopropyl]benzoic acid, hydrochloride Cl.FC1=C(C(=O)O)C=CC(=C1)C1(CC1)NC(=O)C1(CCOCC1)N(CCOC1=CC=CC=C1)C